8-(3-(benzo[d]thiazol-2-yl)phenoxy)-N-hydroxyoctanamide S1C(=NC2=C1C=CC=C2)C=2C=C(OCCCCCCCC(=O)NO)C=CC2